cyclopropyl-[1,2,4]triazolo[1,5-a]pyridine-2-carboxylic acid ethyl ester C(C)OC(=O)C1=NN2C(C=CC=C2C2CC2)=N1